C(C)OCOC=1C=C(C#N)C=CC1C1=NN=C(C2=CC=CC=C12)NC1CC(C1)(C)O 3-(ethoxymethoxy)-4-(4-(((cis)-3-hydroxy-3-methylcyclobutyl)amino)phthalazin-1-yl)benzonitrile